OC(CNC1=NC(=NC=C1C=O)SC)(C)C 4-[(2-hydroxy-2-methyl-propyl)amino]-2-methylsulfanyl-pyrimidine-5-carbaldehyde